4-(1-((tert-butyldimethylsilyl)oxy)propan-2-yl)-3-(1-ethoxyvinyl)-5-(3-(trifluoromethyl)-1H-pyrazole-5-yl)pyridazine [Si](C)(C)(C(C)(C)C)OCC(C)C1=C(N=NC=C1C1=CC(=NN1)C(F)(F)F)C(=C)OCC